N-((3R,4S)-4-((6-(2,6-dichloro-3,5-di-methoxyphenyl)-8-((2-(2-(dimethyl-amino)ethoxy)ethyl)amino)pyrido[3,4-d]pyrimidin-2-yl)amino)tetrahydro-furan-3-yl)acrylamide ClC1=C(C(=C(C=C1OC)OC)Cl)C1=CC2=C(N=C(N=C2)N[C@H]2[C@H](COC2)NC(C=C)=O)C(=N1)NCCOCCN(C)C